FCCNC1=CC=2N(C=C1)C=C(N2)C2=CC(=C(C=C2)O)OC 4-(7-(2-fluoroethylamino)imidazo[1,2-a]pyridin-2-yl)-2-methoxyphenol